BrC=1C(=CC(=NC1)OC[C@H](C)NS(=O)(=O)C(F)(F)F)C(=O)O 5-bromo-2-[(2S)-2-(trifluoromethylsulfonylamino)propoxy]pyridine-4-carboxylic acid